6-fluoro-7-(8-methyl-2,3-dihydro-1H-pyrido[2,3-b][1,4]oxazin-7-yl)-N~2~-phenylquinazoline-2,5-diamine FC1=C(C=2C=NC(=NC2C=C1C1=C(C2=C(OCCN2)N=C1)C)NC1=CC=CC=C1)N